4-(1-hydroxy-1-methylethyl)-2-propyl-1-[2'-(tetrazol-5-yl)phenyl]methylimidazole-5-carboxylic acid OC(C)(C)C=1N=C(N(C1C(=O)O)CC1=C(C=CC=C1)C1=NN=NN1)CCC